N1CCC(CC1)CN1CCN(CC1)C(=O)OCC1=CC=CC=C1 benzyl 4-(4-piperidylmethyl)piperazine-1-carboxylate